(R)-2-(5-(1-(2,5-dimethylphenyl)-2,3-dihydro-1H-benzo[d]pyrrolo[1,2-a]imidazol-7-yl)pyrimidin-2-yl)propan-2-ol CC1=C(C=C(C=C1)C)[C@H]1CCC=2N1C1=C(N2)C=CC(=C1)C=1C=NC(=NC1)C(C)(C)O